6-amino-5-(3-hydroxy-2,6-dimethyl-phenyl)pyrrolo[2,3-b]Pyrazine-2,7-dicarboxamide NC1=C(C=2C(=NC=C(N2)C(=O)N)N1C1=C(C(=CC=C1C)O)C)C(=O)N